N-[(1'S,13R)-spiro[7,11-dioxa-20,21-diazatetracyclo[13.3.1.12,6.19,12]henicosa-1(19),2,4,6(21),9,12(20),15,17-octaene-13,3'-cyclopentane]-1'-yl]methanesulfonamide [C@H]1(C[C@]2(CC1)C=1OC=C(COC=3C=CC=C(C=4C=CC=C(C2)C4)N3)N1)NS(=O)(=O)C